tert-butyl (R)-(1-(4-amino-2-((methylsulfonyl)methyl)phenyl)pyrrolidin-3-yl)carbamate NC1=CC(=C(C=C1)N1C[C@@H](CC1)NC(OC(C)(C)C)=O)CS(=O)(=O)C